3-(1-aminoisoquinolin-7-yl)-N-(3-(dimethylamino)propyl)benzamide NC1=NC=CC2=CC=C(C=C12)C=1C=C(C(=O)NCCCN(C)C)C=CC1